C1(NC(C2=CC=CC=C12)=O)=O isoindolin-1,3-dione